C(C1=CC=CC=C1)N1C[C@H](CC1)N(C=1C(=CC(=NC1)S(=O)(=O)NC=1N=CSC1)C(F)(F)F)C (S)-5-((1-Benzylpyrrolidin-3-yl)(methyl)amino)-N-(thiazol-4-yl)-4-(trifluoromethyl)pyridine-2-sulfonamide